10-(hexyloxy)-10-oxodecanoic acid C(CCCCC)OC(CCCCCCCCC(=O)O)=O